CNC(=O)C=1C=NN(C1)COCC[Si](C)(C)C N-methyl-1-((2-(trimethylsilyl)ethoxy)methyl)-1H-pyrazole-4-carboxamide